(2S)-2-amino-3-[(2R)-3-oxo-4H-pyrido[4,3-b][1,4]oxazin-2-yl]propanamide N[C@H](C(=O)N)C[C@@H]1C(NC2=C(O1)C=CN=C2)=O